1-[3,5-bis(2,5-dioxo-1-pyrrolyl)phenyl]pyrrole-2,5-dione O=C1N(C(C=C1)=O)C=1C=C(C=C(C1)N1C(C=CC1=O)=O)N1C(C=CC1=O)=O